5-amino-2-(4-amino-7-bromo-5-{3-fluoro-4-[(4-methylpyrimidin-2-yl)oxy]phenyl}-5H-pyrrolo[3,2-d]pyrimidin-6-yl)benzoic acid methyl ester COC(C1=C(C=CC(=C1)N)C1=C(C=2N=CN=C(C2N1C1=CC(=C(C=C1)OC1=NC=CC(=N1)C)F)N)Br)=O